2-amino-2-{[(9Z,12Z)-octadeca-9,12-dien-1-yloxy]methyl}propane-1,3-diol NC(CO)(CO)COCCCCCCCC\C=C/C\C=C/CCCCC